N(=NC(C(=O)O)CC(C)C#N)C(C(=O)O)CC(C)C#N 2,2'-azobis(4-cyanopentanoic acid)